C(C=C)C=1C(=C(C=C2C=CN=CC12)C(=O)OC)O methyl 8-allyl-7-hydroxyisoquinoline-6-carboxylate